(2S,3R)-2-((((9H-fluoren-9-yl)methoxy)carbonyl)amino)-3-(4-(tert-butoxycarbonyl)phenyl)-3-hydroxypropanoic acid C1=CC=CC=2C3=CC=CC=C3C(C12)COC(=O)N[C@H](C(=O)O)[C@H](O)C1=CC=C(C=C1)C(=O)OC(C)(C)C